(2R,4R)-5-Biphenyl-4-yl-2-hydroxy-4-[(pyrimidine-5-carbonyl)-amino]-pentanoic acid ethyl ester C(C)OC([C@@H](C[C@@H](CC1=CC=C(C=C1)C1=CC=CC=C1)NC(=O)C=1C=NC=NC1)O)=O